FC1([C@H]([C@@H]1C(=O)OC)C(=O)O)F |r| trans-rac-2,2-difluoro-3-(methoxycarbonyl)cyclopropane-1-carboxylic acid